IC1=C(C(=CC=C1)C)C1=C(C=CC=C1C)[S@@](=NC(C1=CC=CC=C1)=O)C1=CC=C(C=C1)C N-((S)-((R)-2'-iodo-6,6'-dimethyl-[1,1'-biphenyl]-2-yl)(p-tolyl)-λ4-sulfaneylidene)benzamide